C1(=CC=CC=C1)S(=O)(=O)N1C=C(C2=CC=CC=C12)C=O 1-(phenylsulfonyl)-1H-indole-3-carbaldehyde